C(C)(C)C1=CC(=CC2=CC=CC=C12)C(C)C 1,3-diisopropylnaphthalene